C(C)(C)(C)N(C(O)=O)[C@H](C(=O)NC)CCCC1CCOCC1.BrCC1OCCCC1 2-(bromomethyl)tetrahydro-2H-pyran tert-butyl-(S)-(1-(methylamino)-1-oxo-5-(tetrahydro-2H-pyran-4-yl)pentan-2-yl)carbamate